O.CN(C1CN(C1)C(=O)[C@@H]1CC2=C(CN1C(C)C)NC(=N2)C2=NNC1=CC(=CC=C21)C2=C(C=C(C=C2)O)CC)C (S)-(3-(dimethylamino)azetidin-1-yl)(2-(6-(2-ethyl-4-hydroxyphenyl)-1H-indazol-3-yl)-5-isopropyl-4,5,6,7-tetrahydro-3H-imidazo[4,5-c]pyridin-6-yl)methanone hydrate